IC1=CC(=CC2=C1OCO2)N 7-iodobenzo[d][1,3]dioxolan-5-amine